ClC=1C(=CC(=C(C1)C1=C(C=C2C(=NC(N3C2=C1SC[C@@H]3CN(C)C)=O)N3C[C@@H](N[C@@H](C3)C)C)C(F)(F)F)F)F (3S)-10-(5-chloro-2,4-difluorophenyl)-3-((dimethylamino)methyl)-7-((3S,5R)-3,5-dimethylpiperazin-1-yl)-9-(trifluoromethyl)-2H-[1,4]thiazino[2,3,4-ij]quinazolin-5(3H)-one